3-(chloromethyl)-1-(2-fluorophenyl)pyrazole ClCC1=NN(C=C1)C1=C(C=CC=C1)F